2-(4-bromophenyl-2,3,5,6-d4)naphthalene-1,3,4,5,6,7,8-d7 BrC1=C(C(=C(C(=C1[2H])[2H])C1=C(C2=C(C(=C(C(=C2C(=C1[2H])[2H])[2H])[2H])[2H])[2H])[2H])[2H])[2H]